C[As]([O-])(=O)[O-].C(CCCCCCC)[NH3+].C(CCCCCCC)[NH3+] Octylammonium methanearsonate